NC1=C2C(=NC=N1)N(N=C2C2=CC=C(C=C2)OC2=CC=CC=C2)C2CN(CCC2)CCOCCOCCN2CCC(CC2)C=2C=C1C(N(C(C1=CC2)=O)C2C(NC(CC2)=O)=O)=O 5-(1-(2-(2-(2-(3-(4-amino-3-(4-phenoxyphenyl)-1H-pyrazolo[3,4-d]pyrimidin-1-yl)piperidin-1-yl)ethoxy)ethoxy)ethyl)piperidin-4-yl)-2-(2,6-dioxopiperidin-3-yl)isoindoline-1,3-dione